NC(C[N+]1=CC=C(C=C1)C1=CC=[NH+]C=C1)N diaminoethyl-4,4'-bipyridinium